2-((11-(4-ethynylphenyl)undecyl)oxy)ethyl hydrogen ((((R)-1-(6-amino-9H-purin-9-yl)propan-2-yl)oxy)methyl)phosphonate NC1=C2N=CN(C2=NC=N1)C[C@@H](C)OCP(OCCOCCCCCCCCCCCC1=CC=C(C=C1)C#C)(O)=O